O1C2(OC(CC1=O)=O)C1CC3CC(CC2C3)C1 spiro[adamantan-2,2'-[1,3]-dioxane]-4',6'-dione